3-bromo-1-(4-(difluoromethyl)phenyl)-1H-1,2,4-triazole BrC1=NN(C=N1)C1=CC=C(C=C1)C(F)F